3,7-dibromo-10-(4-bromobutyl)-10H-benzo[b]pyrido[2,3-e][1,4]oxazine BrC1=CC2=C(N(C3=C(O2)C=C(C=C3)Br)CCCCBr)N=C1